C(C)OP(=O)(OCC)NC1=CC=C(C=C1)OC diethoxyphosphoryl-p-methoxyaniline